C[C@]12CC[C@](C1(C)C)(OC2=O)C(=O)O (1R)-(+)-camphanic acid